C(C)(C)(C)OC(=O)C1=CC=NC2=CC=C(C=C12)N1[C@@H]([C@H](OCC1)C)COC 6-((2R,3R)-3-(methoxymethyl)-2-methylmorpholino)-quinoline-4-carboxylic acid tert-butyl ester